6-chloro-2-(2-triisopropylsilylethynyl)pyridin-3-ol ClC1=CC=C(C(=N1)C#C[Si](C(C)C)(C(C)C)C(C)C)O